C(C1=CC=CC=C1)(C1=CC=CC=C1)=NC=1C=C(C=C2C=C(N=CC12)NC(=O)[C@H]1[C@@H](C1)C#N)C1=C(C=C(C=C1)C#N)C |r| (±)-trans-N-[8-(benzhydrylideneamino)-6-(4-cyano-2-methyl-phenyl)-3-isoquinolyl]-2-cyano-cyclopropanecarboxamide